C1CN(CCC12CCNCC2)C[C@H]2[C@H](CN(CC2)C2=CC=C1C(=NN(C1=C2F)C)C2C(NC(CC2)=O)=O)C 3-(6-((3R,4R)-4-((3,9-diazaspiro[5.5]undecan-3-yl)methyl)-3-methylpiperidin-1-yl)-7-fluoro-1-methyl-1H-indazol-3-yl)piperidine-2,6-dione